C(C)(C)(C)OC(=O)N1CC(CC1)N1N=CC(=C1)C=1C=NC(=CC1OC)Cl 3-(4-(6-chloro-4-methoxypyridin-3-yl)-1H-pyrazol-1-yl)pyrrolidine-1-carboxylic acid tert-butyl ester